4-(3,3-difluoropropoxy)-2,6-difluorobenzaldehyde FC(CCOC1=CC(=C(C=O)C(=C1)F)F)F